Cl.OC1=C(C=CC(=C1)C(F)(F)F)C1=C2C(=C(N=N1)N[C@@H]1CC[C@H](NC1)C(=O)OCC)C=NC=C2 ethyl (2S,5R)-5-[[1-[2-hydroxy-4-(trifluoromethyl)phenyl]pyrido[3,4-d]pyridazin-4-yl]amino]piperidine-2-carboxylate hydrochloride